C1(CC1)C=1N=NN(C1)[C@H](C(=O)N1[C@@H](C[C@H](C1)O)C(=O)NC(C1=NC=CC=C1)C1=CC(=CC=C1)F)C(C)(C)C (2S,4r)-1-[(2S)-2-(4-cyclopropyl-triazol-1-yl)-3,3-dimethyl-butyryl]-N-[(3-fluorophenyl)-(2-pyridyl)methyl]-4-hydroxy-pyrrolidine-2-carboxamide